ClC=1C=C(C=2N(N1)C(=CN2)F)[C@@H]2[C@H](C2)C(F)F 6-chloro-8-((1S,2S)-2-(difluoromethyl)cyclopropyl)-3-fluoroimidazo[1,2-b]pyridazine